FC=1C=C(C=CC1N1C(=NC(=C1)C1=NC(=NC=C1C(F)(F)F)NC1CCN(CC1)S(=O)(=O)C)C)C1CN(C1)CCO 2-(3-(3-Fluoro-4-(2-methyl-4-(2-((1-(methylsulfonyl)piperidin-4-yl)amino)-5-(trifluoromethyl)pyrimidin-4-yl)-1H-imidazol-1-yl)phenyl)azetidin-1-yl)ethan-1-ol